C[Si](C)(C)[SiH]1N(CCN1)[Si](C)(C)C bis(trimethylsilyl)-1,3-diaza-2-silacyclopentane